(3-hydroxyphenyl)(4-(5-(trifluoromethyl)pyrimidin-2-yl)piperazin-1-yl)methanone OC=1C=C(C=CC1)C(=O)N1CCN(CC1)C1=NC=C(C=N1)C(F)(F)F